C(#CC)C(CNC([O-])=O)CC 2-propynyl-butylcarbamate